7-(4-bromo-3-chloro-benzoyl)-2-[4-(cyclopropoxy)phenyl]-3-oxo-N-[rac-(1S)-1-phenylethyl]-6,8-dihydro-5H-imidazo[1,5-a]pyrazine-1-carboxamide BrC1=C(C=C(C(=O)N2CC=3N(CC2)C(N(C3C(=O)N[C@@H](C)C3=CC=CC=C3)C3=CC=C(C=C3)OC3CC3)=O)C=C1)Cl |r|